1,2-dichloroimidazole ClN1C(=NC=C1)Cl